CN(CCCC(=O)OC(CCCCCCCC\C=C/CCCCCCCC)CCCCCCCC\C=C/CCCCCCCC)C dioleyl-methyl 4-dimethylaminobutyrate